thiodiacrylate S(C=CC(=O)[O-])C=CC(=O)[O-]